C1=CC=C(C=C1)COC(=O)N[C@@H](CC(=O)N)C(=O)O Z-L-asparagine